N1CCCC12CCCN(C2)C2=C1C(=NC=C2)NC=C1C=1SC(=CN1)C 2-[4-(1,9-diazaspiro[4.5]decan-9-yl)-1H-pyrrolo[2,3-b]pyridin-3-yl]-5-methyl-thiazole